CC(=CCCCC(=O)O)C(C)C 6,7-dimethyl-5-octenoic acid